3-[4-[(2S)-2-[8-amino-1-[4-(2-pyridylcarbamoyl)phenyl]imidazo[1,5-a]pyrazin-3-yl]pyrrol-1-yl]-1-piperidinyl]azetidine-1-carboxylic acid tert-butyl ester C(C)(C)(C)OC(=O)N1CC(C1)N1CCC(CC1)N1C(=CC=C1)C1=NC(=C2N1C=CN=C2N)C2=CC=C(C=C2)C(NC2=NC=CC=C2)=O